N1CC(C1)OC1=CC2=C(N=C(NC2=O)C=2C=C(C=3N(N2)C=C(N3)C)C)S1 6-(azetidin-3-yloxy)-2-(2,8-dimethylimidazo[1,2-b]pyridazin-6-yl)-3H-thieno[2,3-d]pyrimidin-4-one